pentaerythritol tetrakis[beta-(3,5-di-t-butyl-4-hydroxyphenyl) propionate] C(C)(C)(C)C=1C=C(C=C(C1O)C(C)(C)C)CCC(=O)OCC(COC(CCC1=CC(=C(C(=C1)C(C)(C)C)O)C(C)(C)C)=O)(COC(CCC1=CC(=C(C(=C1)C(C)(C)C)O)C(C)(C)C)=O)COC(CCC1=CC(=C(C(=C1)C(C)(C)C)O)C(C)(C)C)=O